2-(6-{5-chloro-2-[(oxacyclohex-4-yl)amino]pyrimidin-4-yl}-1-oxo-2,3-dihydro-1H-isoindol-2-yl)-N-[(R)-1-((R)-piperidin-3-yl)ethyl]acetamide ClC=1C(=NC(=NC1)NC1CCOCC1)C1=CC=C2CN(C(C2=C1)=O)CC(=O)N[C@H](C)[C@H]1CNCCC1